COCCO[C@@H]1CC[C@H](CC1)NC1=NN2C(C=N1)=C(C=C2)C2=CC=1C(=NC=CN1)N=C2 N-(trans-4-(2-methoxyethoxy)cyclohexyl)-5-(pyrido[2,3-b]pyrazin-7-yl)pyrrolo[2,1-f][1,2,4]triazin-2-amine